OC=1C=CC(=C(C1)NC(CCN1CCOCC1)=O)C N-(5-hydroxy-2-methylphenyl)-3-morpholinopropanamide